BrC1=C(NC)C(=CC=C1)CC1=C(C=CC(=C1)F)C 2-Bromo-6-(5-fluoro-2-methylbenzyl)-N-methylaniline